NCCC(CC)NCC(CCCNC(CCN)CC)C N,N'-bis(3-amino-1-ethyl-propyl)-2-methyl-1,5-pentanediamine